2-(3aR,6aS)-(tert-butoxycarbonyl)octahydrocyclopenta[c]pyrrole-5-carboxylic acid C(C)(C)(C)OC(=O)N1C[C@@H]2[C@H](C1)CC(C2)C(=O)O